FC1=C(C=C(C=C1)C1(CCC1)C#N)[N+](=O)[O-] 1-(4-fluoro-3-nitrophenyl)cyclobutanecarbonitrile